germanium phosphorus sulfur Lithium [Li].[S].[P].[Ge]